C(C)O[Si](OCC)(OCC)CN1N=CC=N1 2-(Triethoxysilylmethyl)-2H-1,2,3-triazol